C1OCC12CCC(CC2)CN 2-oxaspiro[3.5]nonan-7-ylmethanamine